N-Hydroxy-1'-(4-(trifluoromethyl)benzyl)-1,3-dihydrospiro[indene-2,3'-pyrrolidine]-4-carboxamide ONC(=O)C=1C=2CC3(CN(CC3)CC3=CC=C(C=C3)C(F)(F)F)CC2C=CC1